2-chloro-1,3,4-thiadiazole ClC=1SC=NN1